C(C)OC(=O)C=1C(N(C(N(N1)C)=O)C1=CC=C(C=C1)F)=O 4-(4-fluorophenyl)-2-methyl-3,5-dioxo-2,3,4,5-tetrahydro-1,2,4-triazine-6-carboxylic acid ethyl ester